O1C2=C(OCCC1)C(=CC=C2)C2=NN(C(=C2O)C)C 3-(3,4-Dihydro-2H-benzo[b][1,4]dioxepin-6-yl)-1,5-dimethyl-1H-pyrazol-4-ol